FC1=C2C(NN=C(C2=C(C=C1)F)C1=CC2=C(NC(=N2)NC(OCC2=CC=CC=C2)=O)C=C1)=O Benzyl (5-(5,8-difluoro-4-oxo-3,4-dihydrophthalazin-1-yl)-1H-benzimidazol-2-yl)carbamate